2-fluoro-N-(6-(2-(hydroxymethyl)-4-methylphenyl)imidazo[1,2-a]pyridin-2-yl)cyclopropane-1-carboxamide FC1C(C1)C(=O)NC=1N=C2N(C=C(C=C2)C2=C(C=C(C=C2)C)CO)C1